6-((diphenylmethylene)amino)-N-methyl-3-(2H-1,2,3-triazol-2-yl)pyridin-2-amine C1(=CC=CC=C1)C(C1=CC=CC=C1)=NC1=CC=C(C(=N1)NC)N1N=CC=N1